COC(=O)C1(CCCC2=CC=CC=C12)CC1=C(C(=NC(=N1)OC[C@H]1N(CCC1)C)N1[C@H](CN(CC1)C(=O)OC(C)(C)C)C)[N+](=O)[O-] Tert-butyl (3S)-4-(6-((1-(methoxycarbonyl)-1,2,3,4-tetrahydronaphthalen-1-yl) methyl)-2-(((S)-1-methylpyrrolidin-2-yl) methoxy)-5-nitropyrimidin-4-yl)-3-methylpiperazine-1-carboxylate